C(C)(C)(C)OC(=O)N1C2(CC2)C[C@@H]([C@@H](C1)N)N |r| rac-(6R,7S)-6,7-diamino-4-azaspiro[2.5]octane-4-carboxylic acid tert-butyl ester